1,3-dimethyl-4-amino-5-formamidohexazine CN1NN(N(N(N1)NC=O)N)C